C(C)(C)(C)OC(=O)N1C=CC2=C1N=CS2 4H-pyrrolo[2,3-d]Thiazole-4-carboxylic acid tert-butyl ester